C(C)OC(COCC#CC#CCOCCOS(=O)(=O)C)=O 2-((6-(2-((methylsulfonyl)oxy)ethoxy)hex-2,4-diyn-1-yl)oxy)acetic acid ethyl ester